Malonic acid adamantane-1-yl ester C12(CC3CC(CC(C1)C3)C2)OC(CC(=O)O)=O